BrC1=C2C(N(CC2=C(C(=C1OCCCOC=1C=C2CN(CC2=CC1OC)C(C[C@@H](C(=O)O)C)=O)OC)F)C(C[C@H](C)C(=O)O)=O)C (2S)-4-(5-(3-((4-bromo-2-((S)-3-carboxybutanoyl)-7-fluoro-6-methoxy-3-methylisoindolin-5-yl)oxy)propoxy)-6-methoxyisoindolin-2-yl)-2-methyl-4-oxobutanoic acid